OC(C1(CCC1)C#N)C1=CC=CC=C1 1-[hydroxy(phenyl)methyl]cyclobutane-1-carbonitrile